(2R,3S)-2-(4-(cyclopentylamino)phenyl)-N-(4-methyl-3-(trifluoromethyl)phenyl)-1-((2-(trifluoromethyl)phenyl)sulfonyl)piperidine-3-carboxamide C1(CCCC1)NC1=CC=C(C=C1)[C@@H]1N(CCC[C@@H]1C(=O)NC1=CC(=C(C=C1)C)C(F)(F)F)S(=O)(=O)C1=C(C=CC=C1)C(F)(F)F